COCCON=C1C2=CC=CC=C2C(C=2[NH+](CN(C21)C)C)=O (E) or (Z)-4-((2-methoxyethoxy)imino)-1,3-dimethyl-9-oxo-4,9-dihydro-1H-naphtho[2,3-d]imidazolium